[N+](=O)([O-])C1=C(C(=CC(=C1)S(=O)(=O)C1=CC(=C(C(=C1)[N+](=O)[O-])O)[N+](=O)[O-])[N+](=O)[O-])O 2,6,2',6'-tetranitro-4,4'-sulfonylbisphenol